CC1=NC=CC(=N1)NC1=CC(=NC=N1)NC1=C(C#N)C=CC=C1 2-((6-((2-methylpyrimidin-4-yl)amino)pyrimidin-4-yl)amino)benzonitrile